O1C=CC2=C1C=C(C=C2)C=2C(=NC(=NC2)OC)OC 5-(benzofuran-6-yl)-2,4-dimethoxypyrimidine